FC=1C=C(C=C(C1C(F)(F)F)F)NC(=O)N1[C@H](CCC1)C(=O)NC1=CC=C(C=C1)C1=CC=C(C=C1)C(=O)O 4'-[(1-{[3,5-difluoro-4-(trifluoromethyl)phenyl]carbamoyl}-D-prolyl)amino][1,1'-biphenyl]-4-carboxylic acid